N-(1-methyl-3-(6-(methylsulfanyl)-4-((tetrahydro-2H-pyran-4-yl)methoxy)pyridin-2-yl)-1H-pyrrolo[2,3-c]pyridin-5-yl)acetamide CN1C=C(C=2C1=CN=C(C2)NC(C)=O)C2=NC(=CC(=C2)OCC2CCOCC2)SC